CN(C(C1=CC(=CC=C1)NC1=NC2=CN=CC=C2C=2C1=C1N(N2)C=NC=C1)=O)C N,N-dimethyl-3-(pyrimido[1',6':1,5]pyrazolo[4,3-c][1,7]naphthyridin-6-ylamino)benzamide